CN(C=1C(=NC=CC1)CNC1=NC(=NC=C1C(F)(F)F)NC=1C=C(C(=O)N)C=CC1)S(=O)(=O)C 3-({4-[({3-[methyl(methylsulfonyl)amino]pyridin-2-yl}methyl)amino]-5-(trifluoromethyl)pyrimidin-2-yl}amino)benzamide